3-(3-(4-(2-aminoethyl)phenyl)-5-phenyl-3H-imidazo[4,5-b]pyridin-2-yl)pyridin-2-amine NCCC1=CC=C(C=C1)N1C(=NC=2C1=NC(=CC2)C2=CC=CC=C2)C=2C(=NC=CC2)N